C1(C=CC(N1C1=CC=C(C=C1)C(C(=O)ON1C(CCC1=O)=O)CC)=O)=O succinimidyl (p-maleimidophenyl)butyrate